3-[8-[(3S)-3-piperidyl]-2,3-dihydro-1,4-benzoxazin-4-yl]piperidine-2,6-dione N1C[C@@H](CCC1)C1=CC=CC=2N(CCOC21)C2C(NC(CC2)=O)=O